Ethylenglycol dimethyl ether COCCOC